C(C)(=O)N1CC(=CCC1)C1=CC(=C2C=C(NC2=C1F)C(=O)N(C)C)B1OC(C(O1)(C)C)(C)C 6-(1-acetyl-1,2,5,6-tetrahydropyridin-3-yl)-7-fluoro-N,N-dimethyl-4-(4,4,5,5-tetramethyl-1,3,2-dioxaborolan-2-yl)-1H-indole-2-carboxamide